N-(2-(benzylamino)-1-(4-bromophenyl)-2-oxoethyl)-N-(3,4-dimethoxybenzyl)-4-(pyridin-1-yl)butanamide C(C1=CC=CC=C1)NC(C(C1=CC=C(C=C1)Br)N(C(CCCN1CC=CC=C1)=O)CC1=CC(=C(C=C1)OC)OC)=O